4-phenyl-2-butanone (4-nitrophenyl) hydrazone [N+](=O)([O-])C1=CC=C(C=C1)NN=C(C)CCC1=CC=CC=C1